CN1[C@@H](CCC1)[C@H](C)O (S)-1-((S)-1-methyl-pyrrolidin-2-yl)ethan-1-ol